1,5-anhydro-2,3-dideoxy-3-(((7-(3-fluoro-4-((3-hydroxybenzyl)carbamoyl)-benzyl)-4-methoxy-2,3-dihydro-1H-inden-5-yl)carbonyl)amino)-L-threo-pentitol FC=1C=C(CC=2C=C(C(=C3CCCC23)OC)C(=O)N[C@H]2CCOC[C@@H]2O)C=CC1C(NCC1=CC(=CC=C1)O)=O